ClC=1C=C(C=C(C1)Cl)CNC(CC1=NC(=NN1CC)C1=CC=C(C=C1)OC(F)(F)F)=O N-[(3,5-Dichlorophenyl)methyl]-2-{1-ethyl-3-[4-(trifluoromethoxy)phenyl]-1H-1,2,4-triazol-5-yl}acetamid